[Cl-].[Cl-].C[Si](=[Hf+2](C1C(=CC2=C(C=C(C=C12)C)C)C)C1C(=CC2=C(C=C(C=C12)C)C)C)C dimethylsilandiyl-bis(2,4,6-trimethylindenyl)hafnium dichloride